4-oxaspiro[2.4]heptane C1CC12OCCC2